O=C1NC(CCC1NC(C1=NC=CC=C1)=O)=O N-(2,6-dioxopiperidin-3-yl)picolinamide